FC(C1=CC=2C[C@@H]3N(CCNC3)C2N=C1)(F)F (S)-3-(trifluoromethyl)-5a,6,8,9-tetrahydropyrido[3',2':4,5]pyrrolo[1,2-a]pyrazin